(R/S)-2-(4-(2-aminoprop-2-yl)phenyl)-4-((1-(hydroxymethyl)cyclobutyl)amino)-6,7-dihydrothieno[3,2-d]pyrimidine 5-oxide NC(C)(C)C1=CC=C(C=C1)C=1N=C(C2=C(N1)CC[S@]2=O)NC2(CCC2)CO |r|